C1[C@@H]2N(CCN1C1=CC=CC(=N1)NC1=CC3=C(C=N1)SC(=N3)C3=NC=CC=C3C)CCC2 6-[(8aR)-Octahydropyrrolo[1,2-a]pyrazin-2-yl]-N-[2-(3-methylpyridin-2-yl)-[1,3]thiazolo[5,4-c]pyridin-6-yl]pyridin-2-amine